4-((6-(1-((5-(5-(difluoromethyl)-1,3,4-oxadiazol-2-yl)pyridin-2-yl)methyl)-1H-1,2,3-triazol-4-yl)-1H-indol-3-yl)methyl)morpholine FC(C1=NN=C(O1)C=1C=CC(=NC1)CN1N=NC(=C1)C1=CC=C2C(=CNC2=C1)CN1CCOCC1)F